ClCC(=O)N(C=1C(=CC2=C(N=CO2)C1)OC)C1=CC(=C(C=C1)OC)Cl 2-chloro-N-(3-chloro-4-methoxyphenyl)-N-(6-methoxybenzo[d][1,3]oxazol-5-yl)acetamide